C(=O)OCC\C=C\CC (E)-3-hexenyl formate